1-[7-difluoromethyl-6-(1-methyl-1H-pyrazol-4-yl)-3,4-dihydro-2H-quinolin-1-yl]-7-(tetrahydrofuran-3-yl)-isoquinoline-3-carboxylic acid methylamide CNC(=O)C=1N=C(C2=CC(=CC=C2C1)C1COCC1)N1CCCC2=CC(=C(C=C12)C(F)F)C=1C=NN(C1)C